C(#N)C(C(=O)OCC)CC(OCC)OCC ethyl 2-cyano-4,4-diethoxybutyrate